1,3-bis(4-propoxybutyl)imidazolium C(CC)OCCCCN1C=[N+](C=C1)CCCCOCCC